ClC1=CC=C(COC2=NN(C=C2)C2CCN(CC2)CC2=NC3=C(N2C[C@H]2OCC2)C=C(C=C3)C(=O)O)C=C1 (S)-2-((4-(3-((4-chlorobenzyl)oxy)-1H-pyrazol-1-yl)piperidin-1-yl)methyl)-1-(oxetan-2-ylmethyl)-1H-benzo[d]imidazole-6-carboxylic acid